C(C)(=O)C([C@H]([C@H]([C@H](C=O)O)O)O)(C(C)=O)C(C)=O 5-deoxytriacetylribose